ClC=1C=C2C=C(NC2=CC1OCC=1N=CSC1)CNC(N(C)C1CC1)=O 3-((5-chloro-6-(thiazol-4-ylmethoxy)-1H-indol-2-yl)methyl)-1-cyclopropyl-1-methylurea